tert-butyl 4-((4-((1-methylpiperidin-4-yl)oxy)phenyl)amino)piperidine-1-carboxylate CN1CCC(CC1)OC1=CC=C(C=C1)NC1CCN(CC1)C(=O)OC(C)(C)C